C(C)(C)(C)C1=CC=2C(C3=CC(=CC=C3C2C=C1)C(C)(C)C)COC(=O)N[C@@H](C(C)C)C(=O)O (((2,7-di-tert-butyl-9H-fluoren-9-yl)methoxy)carbonyl)-L-valine